FC(CN1C=NC2=C(C1=O)C(=CN2C)I)F 3-(2,2-Difluoroethyl)-5-iodo-7-methyl-3H-pyrrolo[2,3-d]pyrimidin-4(7H)-one